C1(CC1)COC=1C=CC(=NC1)C1=NSC(=N1)NC1=NC=CC=C1C 3-(5-(cyclopropyl-methoxy)pyridin-2-yl)-N-(3-methylpyridin-2-yl)-1,2,4-thiadiazol-5-amine